(R)-1-aminoindane N[C@@H]1CCC2=CC=CC=C12